tert-butyl N-[(1R,2S)-1-[[tert-butyl(diphenyl)silyl]oxymethyl]-2-(2-hydroxyethyl)-3-methyl-butyl]carbamate [Si](C1=CC=CC=C1)(C1=CC=CC=C1)(C(C)(C)C)OC[C@@H]([C@H](C(C)C)CCO)NC(OC(C)(C)C)=O